C(CCCCCCC\C=C/C\C=C/CCCCC)(=O)OC(C(=O)OC(CCCCCCCC)CCCCCCCCC)(CCCCCCCCC)COC(CCC(CCCC)OC(NCCN1CCCC1)=O)=O 1-(octadecan-9-yloxy)-l-1-oxo-2-(((4-(((2-(pyrrolidin-1-yl)ethyl)carbamoyl)oxy)octanoyl)oxy)methyl)undecyl (9Z,12Z)-octadeca-9,12-dienoate